NC1=C(C2=C(OCCCC2)S1)C(=O)C1=C(C=CC=C1F)F (7-amino-2,3,4,5-tetrahydrothieno[2,3-b]oxepin-6-yl)(2,6-difluorophenyl)methanone